3-methyl-carboxyethylthiophene CC1=C(SC=C1)CCC(=O)O